11-octadecadiene CCCCCC/C=C/CCCCCC/C=C/CC